NC(CN1CCC(CC1)C(=O)N1CCN(CC1)C(=O)C1=C(C=C(C=C1)NC(=O)C=1N(C(=CN1)C1=C(C(=C(C=C1)OCF)F)F)C)Cl)=O N-(4-(4-(1-(2-amino-2-oxoethyl)piperidine-4-carbonyl)piperazine-1-carbonyl)-3-chlorophenyl)-5-(2,3-difluoro-4-(fluoromethoxy)phenyl)-1-methyl-1H-imidazole-2-carboxamide